4-((4-aminobutyl)amino)-6,7-dimethoxyquinoline-3-carbonitrile NCCCCNC1=C(C=NC2=CC(=C(C=C12)OC)OC)C#N